4-(2-pyridyl)-3-azabutane N1=C(C=CC=C1)CNCC